3-amino-propanoic acid NCCC(=O)O